6-(1-(3,3-difluorocyclopentyl)-4-(4-fluoro-phenyl)-1H-imidazol-5-yl)imidazo[1,2-b]pyridazine-3-carbonitrile FC1(CC(CC1)N1C=NC(=C1C=1C=CC=2N(N1)C(=CN2)C#N)C2=CC=C(C=C2)F)F